C(C)(C)(C)OC(=O)N1C(O[C@H]([C@@H]1C1=CC=CC=C1)C(=O)O)C1=CC=C(C=C1)OC (4S,5R)-3-tert-butoxycarbonyl-2-(4-methoxyphenyl)-4-phenyl-5-oxazolidinecarboxylic acid